(E)-2-(3-(3-Ethoxy-3-oxoprop-1-en-1-yl)phenyl)-2-methyl-5-((2-(1-((2-(trimethylsilyl)ethoxy)methyl)-1H-pyrazol-4-yl)propan-2-yl)sulfonyl)pentanoic acid C(C)OC(/C=C/C=1C=C(C=CC1)C(C(=O)O)(CCCS(=O)(=O)C(C)(C)C=1C=NN(C1)COCC[Si](C)(C)C)C)=O